6-(4-ethynyl-tetrahydro-2H-pyran-4-yl)quinoline-4-carboxylic acid C(#C)C1(CCOCC1)C=1C=C2C(=CC=NC2=CC1)C(=O)O